N[C@@H](CCC(=O)N[C@@H](CS)C(=O)NCC(=O)O)C(=O)O gamma-Glutamylcysteinylglycine